C(N)(OC1=C(C(=C(C=C1)C#N)C=CCCO[Si](C)(C)C(C)(C)C)C(C)(C)C)=O tert-butyl-(3-(4-((tert-butyldimethylsilyl) oxy) but-1-en-1-yl)-4-cyanophenyl) carbamate